BrC1=C(C(=C(C=2N(C=NC21)C)C(=O)N2[C@H](CN(CC2)C(=O)OC(C)(C)C)CO)F)Cl Tert-butyl (3R)-4-(4-bromo-5-chloro-6-fluoro-1-methyl-1H-benzimidazole-7-carbonyl)-3-(hydroxymethyl)piperazine-1-carboxylate